O1CCC2=C1C=CC(=C2)CCCNC=2C1=C(N=C(N2)CC)SC(=C1)C N-(3-(2,3-dihydrobenzofuran-5-yl)propyl)-2-ethyl-6-methylthieno[2,3-d]pyrimidin-4-amine